CC1(CN(CC1)C(C)(C)C)CN 3-methyl-3-aminomethyl-tert-butyl-pyrrolidine